O1C(C(C1([2H])[2H])=O)([2H])[2H] oxetan-3-one-d4